ClC1=CC=C(CNC(=O)NC2CC3(C2)CN(CC3)C3=NC=CC(=C3)C)C=C1 1-(4-chlorobenzyl)-3-((2s,4r)-6-(4-methylpyridin-2-yl)-6-azaspiro[3.4]octan-2-yl)urea